COC1=NC2=C(C=CC=C2C(=N1)OC)COC 2,4-dimethoxy-8-(methoxymethyl)quinazoline